ClC1=NC(=CC(=C1/C=N/S(=O)C(C)(C)C)C(=O)N(C)C)N(C(C)C)C 2-chloro-N,N-dimethyl-3-{(E)-[(2-methylpropane-2-sulfinyl)imino]methyl}-6-[methyl(propan-2-yl)amino]pyridine-4-carboxamide